S(=O)(=O)(OC1=CC=C2C(=CC(OC2=C1)=O)C)[O-] 4-METHYL-2H-CHROMEN-2-ON-7-YL SULFAT